4-(1,1-Difluoroethyl)-N-(4-methyl-3-(7-(methylamino)-1,6-naphthyridin-3-yl)phenyl)picolinamide FC(C)(F)C1=CC(=NC=C1)C(=O)NC1=CC(=C(C=C1)C)C=1C=NC2=CC(=NC=C2C1)NC